(4-(hydroxy)phenyl)dimethyl-sulfonium triflate [O-]S(=O)(=O)C(F)(F)F.OC1=CC=C(C=C1)[S+](C)C